Cl.C(C)OC1=NC(=NC=C1C(=O)NC1=CC2=CN(N=C2C(=C1C)F)C)N1CCNCC1 4-ethoxy-N-(7-fluoro-2,6-dimethyl-2H-indazol-5-yl)-2-(piperazin-1-yl)pyrimidine-5-carboxamide hydrochloride